F[B-](F)(F)F.CN(/C=C(\C=[N+](C)C)/C=1C2=C(N=CN1)NC=C2)C (E)-N-(3-(dimethylamino)-2-(7H-pyrrolo[2,3-d]pyrimidin-4-yl)allylidene)-N-methylmethanaminium tetrafluoroborate